ClC1=CC=C(C=C1)CC(=O)O (4-chlorophenyl)ethanoic acid